(7R)-N-(3,3-diphenylpropyl)-7-isobutyl-4,8-dioxo-9-phenethyl-octahydropyrimido[1,2-a][1,4]diazepine-1(2H)-carboxamide C1(=CC=CC=C1)C(CCNC(=O)N1CCC(N2C1CN(C([C@@H](C2)CC(C)C)=O)CCC2=CC=CC=C2)=O)C2=CC=CC=C2